FC(C=1C=NC2=CC=C(C=C2C1)C(C)=O)(F)F 1-(3-(trifluoromethyl)quinolin-6-yl)ethan-1-one